C1(CCCC1)S(=O)(=O)N1CC(OCC1)C=1C2=C(SC1)C=CC=C2 3-(4-cyclopentanesulfonyl-morpholin-2-yl)-benzo[b]thiophene